methyl 2-((1R,4r)-4-((R)-4-(tert-butoxycarbonyl)-3-(methoxymethyl)piperazin-1-yl)cyclohexyl)-2H-indazole-6-carboxylate C(C)(C)(C)OC(=O)N1[C@H](CN(CC1)C1CCC(CC1)N1N=C2C=C(C=CC2=C1)C(=O)OC)COC